rac-(3aR,5R,7S,7aR)-5-(4-fluorophenyl)-1-isopropyl-3,3,5,7-tetra-methyloctahydrobenzo[c]isoxazole FC1=CC=C(C=C1)[C@]1(C[C@@H]2[C@H](N(OC2(C)C)C(C)C)[C@H](C1)C)C |r|